3-((3S,4R)-6-(7-(2-(4-isobutylphenyl)propionyl)-7H-pyrrolo[2,3-d]pyrimidin-4-yl)-3-Methyl-1,6-diazaspiro[3.4]oct-1-yl)-3-oxopropionitrile C(C(C)C)C1=CC=C(C=C1)C(C(=O)N1C=CC2=C1N=CN=C2N2C[C@]1([C@H](CN1C(CC#N)=O)C)CC2)C